6-fluoro-7-methoxy-1H-indole-1-carboxylic acid 4-((bis(benzyloxy) phosphoryl) oxy)-3-fluorobenzyl ester C(C1=CC=CC=C1)OP(=O)(OCC1=CC=CC=C1)OC1=C(C=C(COC(=O)N2C=CC3=CC=C(C(=C23)OC)F)C=C1)F